FC=1C=C(C=CC1F)CC=1C=CC=2N(N1)C(=CN2)C2=CC=C(C(=O)N)C=C2 4-[6-[(3,4-difluorophenyl)methyl]imidazo[1,2-b]pyridazin-3-yl]benzamide